SC1=[N+](C2=CC=CC=C2C=C1C=O)[O-] 2-mercaptoquinoline-3-carbaldehyde-N-oxide